N1-(6-(4-Isopropyl-4H-1,2,4-triazol-3-yl)pyridin-2-yl)-N3-phenylisophthalamide C(C)(C)N1C(=NN=C1)C1=CC=CC(=N1)NC(C1=CC(C(=O)NC2=CC=CC=C2)=CC=C1)=O